[C@@H]12[C@@H](C[C@@H](CC1)C2)NC(=O)NCC2=CC(=NC=C2)C(F)(F)F |r| 1-[rac-(1R,2R,4S)-2-bicyclo[2.2.1]heptanyl]-3-[[2-(trifluoromethyl)pyridin-4-yl]methyl]urea